2-chloropropen-1-ol ClC(=CO)C